ClC1=CC=C(COC2=NC=3CN(CCC3C=C2C(F)(F)F)C(=O)OC(C)(C)C)C=C1 tert-butyl 2-((4-chlorobenzyl) oxy)-3-(trifluoromethyl)-5,8-dihydro-1,7-naphthyridine-7(6H)-carboxylate